(R)-9-(6-Difluoromethoxy-pyridin-3-yl)-3-fluoro-2-((R)-3-methyl-morpholin-4-yl)-6-trifluoromethyl-6,7,8,9-tetrahydro-pyrimido[1,2-a]-pyrimidin-4-one FC(OC1=CC=C(C=N1)N1CC[C@@H](N2C1=NC(=C(C2=O)F)N2[C@@H](COCC2)C)C(F)(F)F)F